disodium hexamethylene 1,6-dithiosulfate S(=S)(=O)(OCCCCCCOS(=S)(=O)[O-])[O-].[Na+].[Na+]